N,N,N-trimethylethylenediamine CNCCN(C)C